benzyl (1-(4-(6-fluorohexyl)-2,5-dimethoxyphenyl)butan-2-yl)carbamate FCCCCCCC1=CC(=C(C=C1OC)CC(CC)NC(OCC1=CC=CC=C1)=O)OC